3-[(4-butoxyphenyl)methyl]-1-[(2,4-difluorophenyl)methyl]-1-(piperidin-4-yl)urea C(CCC)OC1=CC=C(C=C1)CNC(N(C1CCNCC1)CC1=C(C=C(C=C1)F)F)=O